N-((5-(2-cyanopyrimidin-5-yl)-2,3-dihydro-1H-inden-4-yl)carbamoyl)-5-methyl-4,5,6,7-Tetrahydrothieno[3,2-c]pyridine-2-sulfonamide C(#N)C1=NC=C(C=N1)C=1C(=C2CCCC2=CC1)NC(=O)NS(=O)(=O)C1=CC=2CN(CCC2S1)C